C(C)(=O)O[C@@H]1[C@H](O[C@H]([C@@H]([C@H]1OC(C)=O)NC(C)=O)NC(C[C@@H](C(NCCC)=O)NC(=O)OCC1C2=CC=CC=C2C=2C=CC=CC12)=O)COC(C)=O (2R,3S,4R,5R,6R)-6-((S)-3-((((9H-Fluoren-9-yl)methoxy)carbonyl)amino)-4-oxo-4-(propylamino)butanamido)-5-acetamido-2-(acetoxymethyl)tetrahydro-2H-pyran-3,4-diyl diacetate